C(N)(OCCCOC)=O (3-methoxypropyl) carbamate